ClC=1C(N(C(=CC1OC([2H])([2H])C1=NC=C(C=C1F)F)C)C1=CC(=NC=C1C)C1=NC=2C(C(NCC2C=C1)=O)(C)C)=C=O 2-(3-chloro-4-((3,5-difluoropyridin-2-yl)methoxy-d2)-5',6-dimethyl-2-carbonyl-2H-[1,4'-bipyridin]-2'-yl)-8,8-dimethyl-5,8-dihydro-1,6-naphthyridin-7(6H)-one